ClC1=CC=C(C[C@H]2CO[C@H](CN2C(=O)OC(C)(C)C)C(C)(C)O)C=C1 tert-butyl (2R,5S)-5-(4-chlorobenzyl)-2-(2-hydroxypropan-2-yl)morpholine-4-carboxylate